(4-((4-(2-(3-(methylamino)oxetan-3-yl)pyridin-4-yl)phenyl)sulfonyl)cyclohexyl)-5-(trifluoromethyl)pyridin-2-amine CNC1(COC1)C1=NC=CC(=C1)C1=CC=C(C=C1)S(=O)(=O)C1CCC(CC1)C=1C(=NC=C(C1)C(F)(F)F)N